(2R,4S)-N-(5-cyclopropyl-1,3,4-oxadiazol-2-yl)-4-fluoro-1-((3-methylpyridin-2-yl)methyl)pyrrolidine-2-carboxamide C1(CC1)C1=NN=C(O1)NC(=O)[C@@H]1N(C[C@H](C1)F)CC1=NC=CC=C1C